N1=C(N=CC=C1)NN1N=CC=C1 pyrimidine-2-ylamino-1H-pyrazole